[N+](=O)([O-])C1=CN=C(S1)NC(=O)C1=C(C=CC=C1)OC([C@H]([C@H](CC)C)N)=O (2S,3S)-[2-[(5-nitrothiazol-2-yl) carbamoyl] phenyl]-2-amino-3-methylvalerate